N-(3-(tert-butyl)-5-((8-iodooctyl)oxy)phenyl)-1-(2,5-dimethoxyphenyl)-5-methyl-1H-1,2,3-triazole-4-carboxamide C(C)(C)(C)C=1C=C(C=C(C1)OCCCCCCCCI)NC(=O)C=1N=NN(C1C)C1=C(C=CC(=C1)OC)OC